ClC=1C(=NC(=NC1)N[C@H]1C[C@H](CC1)O)C1=CC=C2CN(C(C2=C1)=O)[C@@H](C(=O)N[C@H](CO)C1=CC(=CC(=C1)OC)F)C (2R)-2-[6-(5-Chloro-2-{[(1R,3S)-3-hydroxycyclopentyl]amino}pyrimidin-4-yl)-1-oxo-2,3-dihydro-1H-isoindol-2-yl]-N-[(1S)-1-(3-fluoro-5-methoxyphenyl)-2-hydroxyethyl]propanamid